tert-butyl 3-oxo-2,8-diazaspiro[4.5]decane-8-carboxylate O=C1NCC2(C1)CCN(CC2)C(=O)OC(C)(C)C